2-(5-Fluoro-2-pyridyl)-3-(1H-pyrazolo[3,4-b]pyridin-4-yl)-6,7-dihydropyrazolo[5,1-c][1,4]oxazin-4-one FC=1C=CC(=NC1)C1=NN2C(C(OCC2)=O)=C1C1=C2C(=NC=C1)NN=C2